6-(3-azabicyclo[3.1.0]hexan-3-yl)-4-(1-(cyclopropylmethyl)piperidin-4-yl)-N2-(5-cyclopropylpyrazin-2-yl)pyridine-2,5-diamine 2,2,2-trifluoroacetate FC(C(=O)O)(F)F.C12CN(CC2C1)C1=C(C(=CC(=N1)NC1=NC=C(N=C1)C1CC1)C1CCN(CC1)CC1CC1)N